C(CC)[C@]1(C(=C(C(=O)O1)O)O)[C@@H](O)CO propyl-ascorbic acid